2,4-difluorobenzene-1,3-diol FC1=C(C=CC(=C1O)F)O